C1(=CC=C(C=C1)C(=O)SC)C methyl (4-toluoyl) sulfide